N1(CCOCC1)CCNC(=O)C1=CC2=C(N(C(=N2)NC=2SC3=C(N2)C=CC(=C3)OC(F)(F)F)C)C=C1OC 6-Methoxy-1-methyl-2-(6-trifluoromethoxy-benzothiazol-2-ylamino)-1H-benzoimidazole-5-carboxylic acid (2-morpholin-4-yl-ethyl)-amide